18-[(2-methylprop-2-yl)oxy]-18-oxooctadecanoic acid CC(C)(C)OC(CCCCCCCCCCCCCCCCC(=O)O)=O